C(=CC1=CC=CC=C1)C(=C(C1=CC=CC=C1)C=CC1=CC=CC=C1)C=CC1=CC=CC=C1 bisstyryl-(1,4-diphenyl-1,3-butadiene)